N1(C=CC=C1)C1=C(C=C(C=C1)C1=CC=CC=C1)N 4-(1H-pyrrol-1-yl)-[1,1'-biphenyl]-3-amine